3-fluoro-2-(4-iodo-1-methyl-1H-pyrazol-5-yl)-1-naphthalonitrile FC=1C(=C(C2=CC=CC=C2C1)C#N)C1=C(C=NN1C)I